C(=O)OC1=C(C=CC(=C1)C(F)(F)F)C=1C=2N(C(=NN1)N[C@H]1CN(CCC1)CC)C=NC2 2-(4-{[(3R)-1-ethylpiperidin-3-yl]amino}imidazo[1,5-d][1,2,4]triazin-1-yl)-5-(trifluoromethyl)phenol formate